(2-chlorophenyl)diphenylphosphine ClC1=C(C=CC=C1)P(C1=CC=CC=C1)C1=CC=CC=C1